N-t-butyloxycarbonyl-1,3-diaminopropane C(C)(C)(C)OC(=O)NCCCN